(3aR,6aS)-5-(7-(8-ethynylnaphthalen-1-yl)-8-fluoro-2-((hexahydro-1H-pyrrolizin-7a-yl)methoxy)pyrido[4,3-d]pyrimidin-4-yl)tetrahydropyrrolo[3,4-c]pyrrole-1,3(2H,3aH)-dione C(#C)C=1C=CC=C2C=CC=C(C12)C1=C(C=2N=C(N=C(C2C=N1)N1C[C@@H]2[C@H](C1)C(NC2=O)=O)OCC21CCCN1CCC2)F